C1C=CC2=CC(=CC=C12)C(=O)[O-] 1H-indene-5-carboxylate